tert-butyl (S)-(7,7,7-trifluoro-1-iodo-6,6-dimethyl-2-oxoheptan-3-yl)carbamate FC(C(CC[C@@H](C(CI)=O)NC(OC(C)(C)C)=O)(C)C)(F)F